Cl.N[C@H](C(=O)O)CC1=CC=C(C=C1)C1=NOC(=N1)C=1C=C(C(=CC1)OC)C1=CC(=CC=C1)OC (S)-2-amino-3-(4-(5-(3',6-dimethoxybiphenyl-3-yl)-1,2,4-oxadiazol-3-yl)phenyl)propanoic acid hydrochloride